OC1=C(C2=C(OC(CS2)(C)C=2N=NN(C2)CCC=2C=C(C(=CC2)O)O)C(=C1C)C)C 4-(2-(4-(6-Hydroxy-2,5,7,8-tetramethyl-2,3-dihydrobenzo[b][1,4]oxathiin-2-yl)-1H-1,2,3-triazol-1-yl)ethyl)benzene-1,2-diol